4-bromo-N-(1-(4-(trifluoromethyl)benzyl)-1H-indazol-3-yl)thiophene-3-carboxamide BrC=1C(=CSC1)C(=O)NC1=NN(C2=CC=CC=C12)CC1=CC=C(C=C1)C(F)(F)F